6-(Azetidin-1-yl)-N-(2,3-dihydro-1,4-benzodioxine-5-sulfonyl)-4-fluoro-1-benzofuran-2-carboxamide N1(CCC1)C1=CC2=C(C=C(O2)C(=O)NS(=O)(=O)C2=CC=CC=3OCCOC32)C(=C1)F